tert-butyl 4-(2,2-dimethyl-3-((3-(trifluoromethyl) pyridin-2-yl) oxy) propanamido)-2-ethylpiperidine-1-carboxylate CC(C(=O)NC1CC(N(CC1)C(=O)OC(C)(C)C)CC)(COC1=NC=CC=C1C(F)(F)F)C